CC1(CC=C(CC1)CCC1OCCCCO1)C 2-(2-(4,4-Dimethylcyclohex-1-en-1-yl)ethyl)-1,3-dioxepan